2-amino-N-(methylsulfonyl)acetamide hydrochloride Cl.NCC(=O)NS(=O)(=O)C